1-(2-(5-(3,4-difluorophenyl)-1H-imidazol-2-yl)piperidin-1-yl)-2-(methylthio)propan-1-one FC=1C=C(C=CC1F)C1=CN=C(N1)C1N(CCCC1)C(C(C)SC)=O